dimethylisopropyl-Chlorosilane C[Si](Cl)(C(C)C)C